6-methyl-2-(3-((2-(trifluoromethyl)phenoxy)methyl)pyrrolidin-1-yl)pyrimidine-4-carboxylic acid CC1=CC(=NC(=N1)N1CC(CC1)COC1=C(C=CC=C1)C(F)(F)F)C(=O)O